CCCC(=O)N(CC1=CC=CC=C1)CC2=CC=CC=C2 N,N-dibenzylbutanamide